ClC1=C2C(=NC=C1OC=1C=NN3C1C=NC=C3)N=C(N2C)NC2=NN3C(COC(C3)(C)C)=C2F N-(7-chloro-1-methyl-6-(pyrazolo[1,5-a]pyrazin-3-yloxy)-1H-imidazo[4,5-b]pyridin-2-yl)-3-fluoro-6,6-dimethyl-6,7-dihydro-4H-pyrazolo[5,1-c][1,4]oxazin-2-amine